bismuth(III) tris(octanoate) C(CCCCCCC)(=O)[O-].C(CCCCCCC)(=O)[O-].C(CCCCCCC)(=O)[O-].[Bi+3]